5-[(4-azidophenacyl)thio]cytosine N(=[N+]=[N-])C1=CC=C(C(CSC=2C(=NC(NC2)=O)N)=O)C=C1